NC(C(=O)N1C[C@H]([C@H](C1)F)NC(C1=C(N=CC(=C1)C1=CC(=C2C(=NC=NN21)N)C(F)(F)F)OC)=O)C(F)(F)F N-((3R,4S)-1-(2-amino-3,3,3-trifluoropropanoyl)-4-fluoropyrrolidin-3-yl)-5-(4-amino-5-(trifluoromethyl)pyrrolo[2,1-f][1,2,4]triazin-7-yl)-2-methoxynicotinamide